C(CCCCCCCCC)OC=1C=C(C=C(C1)CCCCCCCCCCCCCCC)O 3-(decyloxy)-5-pentadecylphenol